BrC1=NN(C=C1C)COCC[Si](C)(C)C 2-[(3-bromo-4-methyl-pyrazol-1-yl)methoxy]Ethyl-trimethyl-silane